COC=1C=C(C=C(C1)OC)NC1=CC=C2N=CC(=NC2=C1)C=1C=NN(C1)C1CCN(CC1)CC1(CN(C1)C(=O)OC(C)(C)C)OC tert-butyl 3-((4-(4-(7-((3,5-dimethoxyphenyl)amino)quinoxalin-2-yl)-1H-pyrazol-1-yl)piperidin-1-yl)methyl)-3-methoxyazetidine-1-carboxylate